C(CCCCC)OCOCCCC(CC(CC(CC(CC(CC(CCCI)C)C)C)C)C)C 17-iodo-4,6,8,10,12,14-hexamethylheptadecyl hexyloxymethyl ether